4-Methylpentyl-4-(pyridin-3-yl)-1H-imidazole-1-carboxamide CC(CCCC=1N(C=C(N1)C=1C=NC=CC1)C(=O)N)C